C(#N)C1=CC=C2CC3(CCN(CC3)C(=O)[O-])CC2=C1 6-cyano-1,3-dihydrospiro[indene-2,4'-piperidine]-1'-carboxylate